CC1C(NC(CC1)=O)=O 3-methylpiperidine-2,6-dione